C(C)C1=CC=C(COC2=C(C=C(C=C2)NC2=C(C=3N=C(C=NC3C=C2)N2CCOCC2)C#N)OC)C=C1 6-(4-(4-ethylbenzyloxy)-3-methoxyphenylamino)-3-morpholinoquinoxaline-5-carbonitrile